ClC1=NC=C(C(=O)NOCC)C(=C1)NC1=C(C(=CC=C1)C1=NC=C(C=N1)F)OC 6-chloro-N-ethylOxy-4-((3-(5-fluoropyrimidin-2-yl)-2-methoxyphenyl)amino)nicotinamide